N-(tetrahydropyran-4-yl)pyridazine-3-carboxamide sodium 1-((3-(4-hydroxyphenyl)propionyl)oxy)-2,5-dioxopyrrolidine-3-sulfonate OC1=CC=C(C=C1)CCC(=O)ON1C(C(CC1=O)S(=O)(=O)[O-])=O.[Na+].O1CCC(CC1)NC(=O)C=1N=NC=CC1